C(C(C)C)C(=CC(CCO)C)CC(C)C 5-Isobutyl-3,7-dimethyloct-4-en-1-ol